(5R)-N-Isothiazol-3-yl-1,5-dimethyl-2-oxo-6,7-dihydro-5H-cyclopenta[b]pyridine-3-carboxamide S1N=C(C=C1)NC(=O)C1=CC2=C(N(C1=O)C)CC[C@H]2C